Chlorobenzofuran-3-carboxylic acid Ethyl ester C(C)OC(=O)C1=C(OC2=C1C=CC=C2)Cl